(R)-4-(2-(6-Fluoro-1H-indol-4-yl)-7-(1,3,5-trimethyl-1H-pyrazol-4-yl)thieno[3,2-d]pyrimidin-4-yl)-3-methylmorpholine FC1=CC(=C2C=CNC2=C1)C=1N=C(C2=C(N1)C(=CS2)C=2C(=NN(C2C)C)C)N2[C@@H](COCC2)C